benzyl-5-amino-4-((s)-2-((tert-butoxycarbonyl)amino) propanamido)-5-oxopentanoate C(C1=CC=CC=C1)OC(CCC(C(=O)N)NC([C@H](C)NC(=O)OC(C)(C)C)=O)=O